FC(C(C(C(S(=O)(=O)[O-])(F)F)(F)F)(F)F)(F)F.COC1=CC=C(C2=CC(=CC=C12)OC)C(C=1C=C2C=CC(=CC2=CC1)[S+](C1=CC=CC=C1)C1=CC=CC=C1)(OC)OC {6-[(4,7-Dimethoxynaphthalen-1-yl)dimethoxymethyl]naphthalen-2-yl}diphenylsulfonium nonafluorobutanesulfonate